N-(3-(N-(tert-butyl)sulfamoyl)phenyl)-3-(4-ethylpiperidin-1-yl)-5-((1-hydroxy-2-methylpropan-2-yl)amino)pyrazine-2-carboxamide C(C)(C)(C)NS(=O)(=O)C=1C=C(C=CC1)NC(=O)C1=NC=C(N=C1N1CCC(CC1)CC)NC(CO)(C)C